chloroacetone guanyl hydrazone C(N)(=N)NN=C(C)CCl